COC1=C(C=C(C=C1)N(C=1C=C2C(=NC(=NC2=CC1)C)N[C@H](C)C1=CC(=CC(=C1)C(F)(F)F)[N+](=O)[O-])C)CC(=O)N(C)C (R)-2-(2-methoxy-5-(methyl(2-methyl-4-((1-(3-nitro-5-(trifluoromethyl)phenyl)ethyl)amino)quinazolin-6-yl)amino)phenyl)-N,N-dimethylacetamide